ClC1=C(C=CC=C1)N1N=C(C=C1C1=CC(=CC=C1)OC1COC1)C(=O)OCC Ethyl 1-(2-chlorophenyl)-5-[3-(oxetan-3-yloxy)-phenyl]-1H-pyrazole-3-carboxylate